7-[3-(2-amino-4-carbamoyl-6-methoxy-anilino)propoxy]-2-[(2-ethyl-5-methyl-pyrazole-3-carbonyl)amino]-1-methyl-benzimidazole-5-carboxamide NC1=C(NCCCOC2=CC(=CC3=C2N(C(=N3)NC(=O)C=3N(N=C(C3)C)CC)C)C(=O)N)C(=CC(=C1)C(N)=O)OC